1-[4-(3-{5-[(R)-(1,3-dimethyl-azetidin-3-yl)-hydroxy-(4-isopropyl-phenyl)-methyl]-pyridin-3-yl}-[1,2,4]Oxadiazol-5-yl)-4-methoxy-piperidin-1-yl]-ethanone CN1CC(C1)(C)[C@@](C=1C=C(C=NC1)C1=NOC(=N1)C1(CCN(CC1)C(C)=O)OC)(C1=CC=C(C=C1)C(C)C)O